(4R)-1-(((10S)-7-(3-cyclohexyl-2-methylpropanoyl)-10-hydroxy-7-azaspiro[4.5]decan-10-yl)methyl)-4-phenylpyrrolidin-2-one C1(CCCCC1)CC(C(=O)N1CC2(CCCC2)[C@](CC1)(O)CN1C(C[C@@H](C1)C1=CC=CC=C1)=O)C